FC1(CCC2=C1N=C(N=C2C=2C=C(C=CC2)S(=O)(N)=N)N2[C@H]([C@@H](C2)O)C)F 3-(7,7-difluoro-2-((2S,3R)-3-hydroxy-2-methylazetidin-1-yl)-6,7-dihydro-5H-cyclopenta[d]pyrimidin-4-yl)benzenesulfonimidamide